4-(3-Bromo-phenyl)-2-methoxy-5H-indeno[1,2-b]pyridine-3-carbonitrile BrC=1C=C(C=CC1)C1=C2C(=NC(=C1C#N)OC)C1=CC=CC=C1C2